COC=1C=CC(=NC1)C1=NSC(=N1)NC1=NC=C(C=C1)OC1CCOCC1 3-(5-Methoxypyridin-2-yl)-N-(5-((tetrahydro-2H-pyran-4-yl)oxy)pyridin-2-yl)-1,2,4-thiadiazol-5-amine